4'-(3-(1-(2-Cyanopyrimidin-4-yl)cyclohexyl)ureido)-2'-(trifluoromethyl)-[1,1'-biphenyl] C(#N)C1=NC=CC(=N1)C1(CCCCC1)NC(NC1=CC(=C(C=C1)C1=CC=CC=C1)C(F)(F)F)=O